COC1=CC=C(C=N1)CC12CN(CC(N1)C2)C=2C=CC=1N(C2)N=CC1C#N 6-(((6-methoxypyridin-3-yl)methyl)-3,6-diazabicyclo[3.1.1]hept-3-yl)pyrazolo[1,5-a]pyridine-3-carbonitrile